ClC=1C=C(C=C(C1)Cl)N1CC(CC1=O)(C(=O)NCC1=CC(=NC=C1)OC1=CC=C(C=C1)F)C 1-(3,5-dichlorophenyl)-N-[[2-(4-fluorophenoxy)pyridin-4-yl]methyl]-3-methyl-5-oxopyrrolidine-3-carboxamid